FC(CN1N=NC2=C1C=C(C=C2F)C=2C=CN1N=C(N=C(C12)OC)NC1CC(C1)(C)NC(C)=O)F N-((1r,3r)-3-((5-(1-(2,2-difluoroethyl)-4-fluoro-1H-benzo[d][1,2,3]triazol-6-yl)-4-methoxypyrrolo[2,1-f][1,2,4]triazin-2-yl)amino)-1-methylcyclobutyl)acetamide